[Ga]I Gallium monoiodide